(S)-7-bromo-N-(3-chloro-2,4-difluorophenyl)-5-(1-(pyrimidin-2-yl)eth-oxy)quinazolin-4-amine BrC1=CC(=C2C(=NC=NC2=C1)NC1=C(C(=C(C=C1)F)Cl)F)O[C@@H](C)C1=NC=CC=N1